(R)-1-((2-(((4-(4-morpholino-7H-pyrrolo[2,3-d]pyrimidin-6-yl)cyclohexyl)amino)methyl)pyridin-4-yl)methyl)piperidin-3-amine O1CCN(CC1)C=1C2=C(N=CN1)NC(=C2)C2CCC(CC2)NCC2=NC=CC(=C2)CN2C[C@@H](CCC2)N